ClC=1C=C(C=CC1Cl)C(C(=O)OCC)(C)C ethyl 2-(3,4-dichlorophenyl)-2-methylpropanoate